(S)-2,2-difluoro-2-(3-isopropylphenyl)-1-phenylethyl ((S)-1-(((S)-1-hydroxy-3-((S)-2-oxo pyrrolidin-3-yl) propan-2-yl)amino)-4-methyl-1-oxopentan-2-yl)carbamate OC[C@H](C[C@H]1C(NCC1)=O)NC([C@H](CC(C)C)NC(O[C@H](C(C1=CC(=CC=C1)C(C)C)(F)F)C1=CC=CC=C1)=O)=O